C(C(=C)C)(=O)OCC(F)(F)F trifluoroethyl methacrylate